CC1=NNC(=C1C=1C=CC=C2C(=NC=NC12)N[C@H](CN1CCN(CC1)S(=O)(=O)C1=C(N=C(S1)NC(OC)=O)C)C)C methyl N-[5-({4-[(2S)-2-{[8-(3,5-dimethyl-1H-pyrazol-4-yl)quinazolin-4-yl]amino}propyl]piperazin-1-yl}sulfonyl)-4-methyl-1,3-thiazol-2-yl]carbamate